4-[1-(tert-butoxycarbonyl)piperidin-4-yl]-2,3-dihydro-1-benzofuran-7-carboxylic acid C(C)(C)(C)OC(=O)N1CCC(CC1)C1=CC=C(C2=C1CCO2)C(=O)O